NCCCCCCCCCCC azadodecane